O1CCN(CC1)C1=CC=C(N=N1)C(=O)OC methyl 6-(1,4-oxazinan-4-yl)-1,2-diazine-3-carboxylate